(4-acryloyl-6,6-dioxidohexahydrothieno[3,4-b]pyrazin-1(2H)-yl)-9-chloro-10-(2,4-difluorophenyl)-2,3-dihydro-5H-[1,4]thiazino[2,3,4-ij]quinazolin-5-one C(C=C)(=O)N1C2C(N(CC1)C1CN3C(N=CC4=CC(=C(C(=C34)S1)C1=C(C=C(C=C1)F)F)Cl)=O)CS(C2)(=O)=O